COC1=C(C=CC(=C1)C(F)(F)F)C=1N(C=C(N1)N)C 2-(2-methoxy-4-(trifluoromethyl)phenyl)-1-methyl-1H-imidazol-4-amine